[2H]C1(CC2(CC2)C1)N[C@@H](COC1=NC(=NC(=C1)C1=C(C=CC=C1C)C)NS(=O)(=O)C=1C=C(C(=O)O)C=CC1)CC(C)C 3-[[4-[(2R)-2-[(5-deuterospiro[2.3]hexane-5-yl)amino]-4-methyl-pentoxy]-6-(2,6-dimethylphenyl)-pyrimidin-2-yl]sulfamoyl]benzoic acid